Di-linoleyl dioleate C(CCCCCCC\C=C/CCCCCCCC)(=O)OCCCCCCCC\C=C/C\C=C/CCCCC.C(CCCCCCC\C=C/CCCCCCCC)(=O)OCCCCCCCC\C=C/C\C=C/CCCCC